5-(2-chlorophenyl)-6-ethyl-pyridin-2-amine ClC1=C(C=CC=C1)C=1C=CC(=NC1CC)N